CN(C)C1=CC=CC2=CC=CC=C12 N,N-Dimethyl-1-naphthylamine